(Z)-2-(4H-chromone-3-ylmethylene)-6-hydroxybenzofuran-3(2H)-one O1C=C(C(C2=CC=CC=C12)=O)\C=C\1/OC2=C(C1=O)C=CC(=C2)O